C1(CC1)NC(C1=CC=C(C=C1)C1=CC(=C2C(=N1)C=CS2)NCCCN2CCCCC2)=O N-cyclopropyl-4-(7-((3-(piperidin-1-yl)propyl)amino)thieno[3,2-b]pyridin-5-yl)benzamide